2-(thien-2-yl)acetaldehyde S1C(=CC=C1)CC=O